NC1=NNC(=C1[N+](=O)[O-])[N+](=O)[O-] 3-amino-4,5-dinitropyrazole